OCC1CCC(CC1)CN1S(CCC1)(=O)=O 2-(((1r,4r)-4-(Hydroxy-methyl)cyclohexyl)methyl)-isothiazolidine 1,1-dioxide